1-(2-fluorocyclohexyl)-1,2,3,6-tetrahydropyridin-3-yl pivalate C(C(C)(C)C)(=O)OC1CN(CC=C1)C1C(CCCC1)F